[Si](C)(C)(C(C)(C)C)O[C@@H]1[C@H](O[C@H](C1)N1C(NC(C(=C1)F)=O)=O)C(=O)N(C)OC (2S,3S,5R)-3-((tert-butyldimethylsilyl)oxy)-5-(5-fluoro-2,4-dioxo-3,4-dihydropyrimidin-1(2H)-yl)-N-methoxy-N-methyltetrahydrofuran-2-carboxamide